ClC=1C=C(C=C(C1)C(F)(F)F)NC(=O)N1[C@H]2CC[C@@H]1CC=1C(=NC=CC12)F (5S,8R)-N-(3-chloro-5-(trifluoromethyl)phenyl)-1-fluoro-6,7,8,9-tetrahydro-5H-5,8-epiminocyclohepta[c]pyridine-10-carboxamide